2-Amino-7-fluoro-4-(5-fluoro-3-(3-hydroxy-4-(piperidin-1-yl)pyrrolidin-1-yl)-7,9-dihydrofuro[3,4-f]quinazolin-6-yl)thieno[3,2-c]pyridine-3-carbonitrile NC1=C(C=2C(=NC=C(C2S1)F)C=1C2=C(C=3C=NC(=NC3C1F)N1CC(C(C1)N1CCCCC1)O)COC2)C#N